ClC1=CC2=C(CCO2)C=C1NC1=NC=C2N(C(N(C2=N1)CC1CCOCC1)=O)C 2-((6-chloro-2,3-dihydrobenzofuran-5-yl)amino)-7-methyl-9-((tetrahydro-2H-pyran-4-yl)methyl)-7,9-dihydro-8H-purin-8-one